ethylene glycol monocaprylate C(CCCCCCC)(=O)OCCO